2-trimethylsilyl-oxyfuran C[Si](OC=1OC=CC1)(C)C